[Si](C)(C)(C(C)(C)C)OC1CCN(CC1)C1=C(N[C@H](C)C=2C=C(C=C3C(N(C(=NC23)C2CCOCC2)C)=O)C)C=C(C(=C1)F)F 8-[(1R)-1-[2-[4-[tert-butyl(dimethyl)silyl]oxy-1-piperidyl]-4,5-difluoro-anilino]ethyl]-3,6-dimethyl-2-tetrahydropyran-4-yl-quinazolin-4-one